FC1=C(OC2=C3C(=NC=C2)NC=C3C3=C(C(=O)N(C)C)C=CC=C3)C(=CC(=C1)NC=1OC[C@@](CN1)(C)CO)F |r| (+/-)-2-[4-(2,6-difluoro-4-{[5-(hydroxymethyl)-5-methyl-5,6-dihydro-4H-1,3-oxazin-2-yl]amino}phenoxy)-1H-pyrrolo[2,3-b]pyridin-3-yl]-N,N-dimethylbenzamide